BrC1(CC=C(C2=C(C=C(N)C=C2F)F)C=C1)N 4'-bromo-2,6-difluorobenzidine